2-methyl-5-(2-sulfanylpropyl)cyclohexane-1-thiol CC1C(CC(CC1)CC(C)S)S